rac-syn-3-(3-((dimethylamino)methyl)-4-hydroxypiperidin-4-yl)benzamide CN(C)CC1CNCCC1(O)C=1C=C(C(=O)N)C=CC1